N(=[N+]=[N-])C[C@H]([C@@H](O)[C@H]1[C@@H]([C@H](C[C@@](O1)(C=1N=NNN1)OCCOCCOCCC(=O)OC(C)(C)C)O)NC(CO)=O)O tert-butyl 3-(2-(2-(((2R,4S,5R,6R)-6-((1R,2R)-3-azido-1,2-dihydroxypropyl)-4-hydroxy-5-(2-hydroxyacetamido)-2-(2H-tetrazol-5-yl)tetrahydro-2H-pyran-2-yl)oxy)ethoxy)ethoxy)propanoate